[Cl-].[Cl-].ClC1=C2C=CC=C(C2=CC=C1)C(=[Zr+2](C1=C(C(=CC=2C3=CC(=C(C=C3CC12)C)C(C)(C)C)C(C)(C)C)C)C1C=CC=C1)C1=CC=CC2=C(C=CC=C12)Cl di-(5-chloronaphthyl)methylene(cyclopentadienyl)(2,7-dimethyl-3,6-di-tert-butylfluorenyl)zirconium dichloride